CN(CCCN(CC(C)O)CC(C)O)C 1,1'-{[3-(Dimethylamino)propyl]imino}bis-2-propanol